C1(CC1)C=1C=CC(=C(C1)O)C1=C2C(=C(N=N1)N[C@H]1CNCCC1)C=NC=C2 (R)-5-cyclopropyl-2-(4-(piperidin-3-ylamino)pyrido[3,4-d]pyridazin-1-yl)phenol